O-ethyl-Cysteine C(C)OC([C@@H](N)CS)=O